1-(5-amino-2-(2-hydroxy-propan-2-yl)-2,3-dihydro-1H-inden-2-yl)-4-(trifluoromethyl)imidazolidin-2-one methyl-2-(4-bromo-2,5-difluoro-phenyl)acetate COC(CC1=C(C=C(C(=C1)F)Br)F)=O.NC=1C=C2CC(CC2=CC1)(C(C)(C)O)N1C(NC(C1)C(F)(F)F)=O